perfluoro-3,6-dioxa-4-methyl-7-octenesulfonic acid potassium [K].FC(C(OC(C(OC(=C(F)F)F)(F)F)(C(F)(F)F)F)(F)F)(S(=O)(=O)O)F